COC=1C=CC(=[N+](C1)[O-])COC=1C=C2C(=NC1)OC(=N2)C=2C=NC=CC2 5-Methoxy-2-({[2-(pyridin-3-yl)-[1,3]oxazolo[5,4-b]pyridin-6-yl]oxy} methyl)pyridin-1-ium-1-olate